C(=O)C=1C=NC(=NC1)C1=C2CCN(C2=CC=C1)C(=O)OC(C)(C)C tert-butyl 4-(5-formylpyrimidin-2-yl)indoline-1-carboxylate